2-methoxy-N-(3-methyl-4-((2-morpholinothiazol-5-yl)oxy)phenyl)cyclopropane-1-carboxamide COC1C(C1)C(=O)NC1=CC(=C(C=C1)OC1=CN=C(S1)N1CCOCC1)C